FC1([C@@H]([C@H](CCC1)N([C@@H]1CN(CC1)C(C)C)C)NC(=O)N1C[C@@H]2[C@H](C1)CC(C2)C2=NOC(=N2)C)F (3aR,5R,6aS)-N-[(1R,6S)-2,2-difluoro-6-{methyl[(3S)-1-(propan-2-yl)pyrrolidin-3-yl]amino}cyclohexyl]-5-(5-methyl-1,2,4-oxadiazol-3-yl)hexahydrocyclopenta[c]pyrrole-2(1H)-carboxamide